pentane-2,3-diyl bis(pyrrolidine-1-carboxylate) N1(CCCC1)C(=O)OC(C)C(CC)OC(=O)N1CCCC1